BrC1=C(C=CC(=C1)F)[C@@H]1N=C(NC(=C1C(=O)[O-])CBr)C=1SC=CN1 (R)-4-(2-bromo-4-fluorophenyl)-6-(bromomethyl)-2-(thiazole-2-yl)-1,4-dihydropyrimidine-5-carboxylate